C(=O)(OC(C)(C)C)N(C1=CC=C(C=N1)B(O)O)C 6-(BOC-METHYLAMINO)PYRIDINE-3-BORONIC ACID